O1CCN(CC1)C1(CC1)C1=CC=C(COC2=C3CN(C(C3=CC=C2)=O)C2C(NC(CC2)=O)=O)C=C1 3-(4-((4-(1-morpholinocyclopropyl)benzyl)oxy)-1-oxoisoindolin-2-yl)piperidine-2,6-dione